2-[[7-[1-(azetidin-3-yl)-6-chloro-3,4-dihydro-2H-quinolin-8-yl]thieno[3,2-b]pyridin-2-yl]methyl]-5-methyl-pyridazin-3-one, formic acid salt C(=O)O.N1CC(C1)N1CCCC2=CC(=CC(=C12)C1=C2C(=NC=C1)C=C(S2)CN2N=CC(=CC2=O)C)Cl